2-(4-amino-6-(6-ethynyl-4-methylpyridin-3-yl)-5-(3-fluoro-4-((4-methylpyrimidin-2-yl)oxy)phenyl)-7H-pyrrolo[2,3-d]pyrimidin-7-yl)ethan-1-ol NC=1C2=C(N=CN1)N(C(=C2C2=CC(=C(C=C2)OC2=NC=CC(=N2)C)F)C=2C=NC(=CC2C)C#C)CCO